tert-Butyl-4-cyano-3-piperidone C(C)(C)(C)N1CC(C(CC1)C#N)=O